tert-butyl (E)-(((tert-butoxycarbonyl)amino)(3-(3-(3-(trifluoromethyl)-4-undecylphenyl)-1,2,4-oxadiazol-5-yl)azetidin-1-yl)methylene)carbamate C(C)(C)(C)OC(=O)N/C(/N1CC(C1)C1=NC(=NO1)C1=CC(=C(C=C1)CCCCCCCCCCC)C(F)(F)F)=N\C(OC(C)(C)C)=O